FC1=C(C=C(C=C1)F)[C@@H]1N(CC(C1)=O)C1=NC=2N(C=C1)N=CC2NC(=S)N[C@H]2[C@@H](C2)O 1-(5-((R)-2-(2,5-difluorophenyl)-4-oxopyrrolidin-1-yl)pyrazolo[1,5-a]pyrimidin-3-yl)-3-((1R,2R)-2-hydroxycyclopropyl)thiourea